2-(5-fluoro-2-hydroxyphenyl)-2-(1-oxo-6-(4-(piperazin-1-yl)piperidin-1-yl)isoindolin-2-yl)-N-(thiazol-2-yl)acetamide FC=1C=CC(=C(C1)C(C(=O)NC=1SC=CN1)N1C(C2=CC(=CC=C2C1)N1CCC(CC1)N1CCNCC1)=O)O